O=C1N(CCC1)CCN(CC[C@@H](C(=O)O)NC1=NC=NC2=CC=CC=C12)CCCCC1=NC=2NCCCC2C=C1 (S)-4-((2-(2-oxopyrrolidin-1-yl)ethyl)(4-(5,6,7,8-tetrahydro-1,8-naphthyridin-2-yl)butyl)amino)-2-(quinazolin-4-ylamino)butanoic acid